1-methyl-1H-1,2,3-triazole-5-carboxylic acid CN1N=NC=C1C(=O)O